4-[[Tert-butyl(dimethyl)silyl]oxymethyl]cyclohexanamine [Si](C)(C)(C(C)(C)C)OCC1CCC(CC1)N